Cl.ClC=1C=C(C(=C(C1)C1=NC=NN2C1=CC(=C2)CN2C(N(C=CC2=O)C(C)C)=O)CC2CNC[C@@H](O2)C)C 3-((4-(5-chloro-3-methyl-2-(((6S)-6-methylmorpholin-2-yl)methyl)phenyl)pyrrolo[2,1-f][1,2,4]triazin-6-yl)methyl)-1-isopropylpyrimidine-2,4(1H,3H)-dione hydrochloride